5-(6-chloro-5-methoxy-1-methyl-3-(1H-pyrazol-4-yl)-1H-pyrrolo[3,2-b]pyridin-2-yl)-N,N-dimethyl-4H-1,2,4-triazole-3-carboxamide ClC=1C=C2C(=NC1OC)C(=C(N2C)C=2NC(=NN2)C(=O)N(C)C)C=2C=NNC2